[Cl-].[Cl-].[Cl-].[Ti+3].C(C)(C)(C)C1=C(C(C=NC2=C(C=CC=C2)OC)=CC(=C1)C(C)(C)C)O 3,5-di-tert-butylsalicylidene-2-methoxyaniline titanium trichloride